C(=O)(O)C1(CCCCC1)CN1C[C@@H]([C@H](C1)C1=CC(=CC=C1)F)CN1C2CSCC1CC(C2)N2C(=NC1=C2C=CC=C1)CC 9-{[(3R,4S)-1-[(1-carboxycyclohexyl)methyl]-4-(3-fluorophenyl)pyrrolidin-3-yl]methyl}-7-(2-ethyl-3H-benzimidazol-3-yl)-3-thia-9-azabicyclo[3.3.1]nonane